(S)-3-(3,5-dimethoxyphenylethynyl)-4-(1-acryloylpyrrolidin-3-ylamino)-1H-pyrrolo[3,4-d]pyrimidine COC=1C=C(C=C(C1)OC)C#CN1CNC=2C(=C1N[C@@H]1CN(CC1)C(C=C)=O)C=NC2